ClC1=CC=2C(C=N1)=CN(N2)C2=CC=CC=C2 6-chloro-2-phenyl-pyrazolo[4,3-c]pyridine